COC1=C(C(=CC=C1)OC)OC(C=C)=O.C(C)(C)(C)OCC1=NC(=NC=C1C(C)N1N=CC(=C1)[N+](=O)[O-])Cl 4-(tert-Butoxymethyl)-2-chloro-5-(1-(4-nitro-1H-pyrazol-1-yl)ethyl)pyrimidine 2,6-DIMETHOXYPHENYL-ACRYLATE